(2S,5R,6R)-3,3-dimethyl-6-[(R)-(-)-2-amino-2-(4-hydroxyphenyl)acetamido]-7-oxo-4-thia-1-azabicyclo[3.2.0]heptane-2-carboxylic acid sodium [Na].CC1([C@@H](N2C([C@H]([C@H]2S1)NC([C@@H](C1=CC=C(C=C1)O)N)=O)=O)C(=O)O)C